6-[1-(2,2-difluoroethyl)-1H-pyrazolo[3,4-b]pyrazin-6-yl]-2-[5-(trifluoromethyl)pyrazin-2-yl]-2,6-diazaspiro[3.4]octane FC(CN1N=CC=2C1=NC(=CN2)N2CC1(CN(C1)C1=NC=C(N=C1)C(F)(F)F)CC2)F